(2-amino-2-methylpropyl)-N-[(3-fluoropyridin-2-yl)methyl]-1,3-thiazole-4-carboxamide dihydrochloride Cl.Cl.NC(CC=1SC=C(N1)C(=O)NCC1=NC=CC=C1F)(C)C